8-(benzo[d]thiazol-5-ylamino)-3-bromothieno[2,3-g]quinoline 1,1-dioxide S1C=NC2=C1C=CC(=C2)NC2=CC=NC=1C=C3C(=CC21)S(C=C3Br)(=O)=O